ClC=1C(=CC(=C(N)C1)F)C1=NC=C(C=C1)OC 5-Chloro-2-fluoro-4-(5-methoxypyridin-2-yl)aniline